ClC=1C=C(C(=O)N(C)C)C=CC1B1OC(C(O1)(C)C)(C)C 3-chloro-N,N-dimethyl-4-(4,4,5,5-tetramethyl-1,3,2-dioxaborolan-2-yl)benzamide